((4-((2,6-diethyl-3,4-dihydroquinolin-1(2H)-yl)sulfonyl)-2-(hydroxymethyl)phenoxy)methyl)tetrahydro-2H-thiopyran C(C)C1N(C2=CC=C(C=C2CC1)CC)S(=O)(=O)C1=CC(=C(OCC2SCCCC2)C=C1)CO